(S)-methyl 3-hydroxy-2-methylpropionate OC[C@@H](C(=O)OC)C